N(=C=O)CC1C(CC1)CN=C=O 1,2-bis-(isocyanatomethyl)-cyclobutane